tert-butyl 2-[3-[4-fluoro-2-(2-methoxyethoxy) phenyl]-6-(1-methylpyrazol-4-yl)-2-pyridinyl]-6,7-dihydro-4H-pyrazolo[1,5-a]pyrazine-5-carboxylate FC1=CC(=C(C=C1)C=1C(=NC(=CC1)C=1C=NN(C1)C)C1=NN2C(CN(CC2)C(=O)OC(C)(C)C)=C1)OCCOC